C(C)(C)(C)OC(=O)N1CCN(CC1)C1=NC=NC2=CC=C(C=C12)C=1C=NC(=C(C1)NS(=O)(=O)C1=C(C=C(C=C1)F)F)CC 4-(6-(5-((2,4-difluorophenyl)sulfonamido)-6-ethylpyridin-3-yl)quinazolin-4-yl)piperazine-1-carboxylic acid tertButyl ester